FC1=C(C=CC(=C1)F)C1=CC=C(C=C1)CC(=O)N1CC2(OCCO2)C[C@H]1C(=O)OC methyl (S)-7-(2-(2',4'-difluoro-[1,1'-biphenyl]-4-yl)acetyl)-1,4-dioxa-7-azaspiro[4.4]nonane-8-carboxylate